3-[1,6-difluoro-4-[1-(3-fluoropyridin-3-yl)oxy-phenyl]-3-methyl-1,3,4,9-tetrahydro-pyrido[3,4-b]indol-2-yl]-2-methyl-propionic acid FC1N(C(C(C2=C1NC1=CC=C(C=C21)F)C2(CC=CC=C2)OC2(CN=CC=C2)F)C)CC(C(=O)O)C